C12CN(CC(CC1)O2)C2=CC(=C(N=N2)C#N)N2C1COCC2CC1 6-(8-oxa-3-azabicyclo[3.2.1]oct-3-yl)-4-(3-oxa-8-azabicyclo[3.2.1]oct-8-yl)pyridazine-3-carbonitrile